9-(6-(ethyl((tetrahydrofuran-2-yl)methyl)amino)pyridin-3-yl)-6,7-dimethoxynaphtho[2,3-c]furan-1(3H)-one C(C)N(C1=CC=C(C=N1)C1=C2C=C(C(=CC2=CC2=C1C(OC2)=O)OC)OC)CC2OCCC2